C[C@@]12CC[C@@]3(C(=CC[C@H]4[C@]3(C[C@H]([C@@H]5[C@@]4(CC[C@@H](C5(C)C)O)C)O)C)[C@@H]1CC(CC2)(C)C)C The molecule is a pentacyclic triterpenoid that is olean-12-ene in which the hydrogens at the 3beta and 6beta positions have been replaced by hydroxy groups. Found in the seeds of the downy thorn-apple, Datura innoxia. It has a role as a plant metabolite. It is a pentacyclic triterpenoid and a diol. It derives from a hydride of an oleanane.